N1(N=CC=C1)CCNC1=C(C=C(C=C1)C1=NNC(OC1)=O)C(F)(F)F 5-[4-{[2-(1H-pyrazol-1-yl)ethyl]amino}-3-(trifluoromethyl)phenyl]-3,6-dihydro-2H-1,3,4-oxadiazin-2-one